9-hexyl-7-(4-hexylthiophen-2-yl)-N,N-diphenyl-9H-carbazol-2-amine C(CCCCC)N1C2=CC(=CC=C2C=2C=CC(=CC12)N(C1=CC=CC=C1)C1=CC=CC=C1)C=1SC=C(C1)CCCCCC